(1S,3S)-3-[(tert-butoxycarbonyl)amino]cyclobutane-1-carboxylic acid CC(C)(C)OC(=O)NC1CC(C1)C(=O)O